4-amino-N-(cyclopropylmethyl)-N-((5-(trifluoromethyl)-2-pyridinyl)methyl)-1,3-dihydrofuro[3,4-c][1,7]naphthyridine-8-carboxamide NC1=NC=2C=NC(=CC2C2=C1COC2)C(=O)N(CC2=NC=C(C=C2)C(F)(F)F)CC2CC2